C(C)N(CC)CC.C(C)N(CC)CC.C(CCCCCCCCCCCCCCCCC)(=O)O[C@@H](COP(=O)(O)OC[C@@H](N)C(=O)O)COC(CCCCCCCCCCCCCCCCC)=O O-(((R)-2,3-bis(stearoyloxy)propoxy)(hydroxy)phosphoryl)-D-serine bistriethylamine salt